Sodium (dodecyl) sulphate S(=O)(=O)(OCCCCCCCCCCCC)[O-].[Na+]